OCC(CC(C)C)NC1=NC(=NC(=N1)C=CC)NS(=O)(=O)C N-(4-((1-hydroxy-4-methylpent-2-yl)amino)-6-(prop-1-en-1-yl)-1,3,5-triazin-2-yl)methanesulfonamide